OCC(=O)NC1=CC=C(C=C1)[As](O)(O)=O p-hydroxyacetamidophenylarsonic acid